Ethyl 2-[2-fluoro-4-(2-hydroxypropan-2-yl)phenyl]pyrazolo[1,5-a]pyrimidine-3-carboxylate FC1=C(C=CC(=C1)C(C)(C)O)C1=NN2C(N=CC=C2)=C1C(=O)OCC